(R)-alpha-(3-aminopropyl)-p-bromophenylacetic acid NCCC[C@@H](C(=O)O)C1=CC=C(C=C1)Br